(8-(4-cyclohexylphenyl)-1,3,4,5-tetrahydro-2H-pyrido[4,3-b]indol-2-yl)(6-methylpyridin-3-yl)methanone C1(CCCCC1)C1=CC=C(C=C1)C1=CC=2C3=C(NC2C=C1)CCN(C3)C(=O)C=3C=NC(=CC3)C